2-(3-((4-bromophenyl)sulfonyl)phenyl)-6-(trifluoromethyl)-1H-benzo[d]imidazole BrC1=CC=C(C=C1)S(=O)(=O)C=1C=C(C=CC1)C1=NC2=C(N1)C=C(C=C2)C(F)(F)F